6-(methoxymethyl)-2,2-dimethylmorpholine COCC1OC(CNC1)(C)C